Cl.C(CC)(=O)N propanamide Hydrochloride